[2-[1-[2-(4,4-dimethyl-1-piperidyl)-3,6-dimethyl-4-oxo-chromen-8-yl]ethylamino]-3-pyridyl]boronic acid CC1(CCN(CC1)C=1OC2=C(C=C(C=C2C(C1C)=O)C)C(C)NC1=NC=CC=C1B(O)O)C